C1(CC1)C1=C(C(=NO1)C1=C(C=CC=C1Cl)Cl)\C=C/C12CCC(CC1)(CC2)C=2SC1=C(N2)C=CC=C1 (Z)-2-(4-(2-(5-Cyclopropyl-3-(2,6-dichlorophenyl)isoxazol-4-yl)vinyl)bicyclo[2.2.2]octan-1-yl)benzo[d]thiazol